N1=CCC=C1C(=O)N pyrrole-5(3H)-carboxamide